(6R,14S)-14-amino-2,8-diazatricyclo[13.3.1.02,6]nonadeca-1(19),15,17-trien-3,7-dione N[C@H]1CCCCCNC([C@H]2CCC(N2C=2C=CC=C1C2)=O)=O